bis(4-(diallylamino)-2,6-dimethoxyphenyl)methylium C(C=C)N(C1=CC(=C(C(=C1)OC)[CH+]C1=C(C=C(C=C1OC)N(CC=C)CC=C)OC)OC)CC=C